(S)-1-(3-((6-((5-(5-phenyl-1,3,4-oxadiazol-2-yl)thiazol-2-yl)amino)pyrazin-2-yl)amino)piperidin-1-yl)prop-2-en-1-one C1(=CC=CC=C1)C1=NN=C(O1)C1=CN=C(S1)NC1=CN=CC(=N1)N[C@@H]1CN(CCC1)C(C=C)=O